2-(2-ethoxy-3-pyridyl)-5-isopropyl-N-[(5-methoxy-3-pyridyl)methyl]-7-methyl-imidazo[1,5-b]pyridazin-4-amine C(C)OC1=NC=CC=C1C=1C=C(C=2N(N1)C(=NC2C(C)C)C)NCC=2C=NC=C(C2)OC